OC1=C(C=C(C=C1)CC1=C(C(=CC(=C1)CC1=CC(=C(C=C1)O)C)C)O)C 2,4-bis[(4-hydroxy-3-methylphenyl)methyl]-6-methylphenol